1-cyclopropyl-4-fluoro-2-(4-(methylsulfonyl)phenyl)-6-(piperidin-4-yl)-1H-benzo[d]imidazole hydrochloride Cl.C1(CC1)N1C(=NC2=C1C=C(C=C2F)C2CCNCC2)C2=CC=C(C=C2)S(=O)(=O)C